C1(CC1)N1N=C2N(C(N([C@@H](C2=C1)C)C1CCN(CC1)C1=C(C=CC=C1F)C(F)F)=O)CC1=C(C=CC=C1)C(F)(F)F (R)-2-cyclopropyl-5-[1-(2-difluoromethyl-6-fluoro-phenyl)-piperidin-4-yl]-4-methyl-7-(2-trifluoromethyl-benzyl)-2,4,5,7-tetrahydro-pyrazolo[3,4-d]pyrimidin-6-one